N-((1S)-2-((2-(5-benzyl-5-methyl-2-oxotetrahydropyrimidin-1(2H)-yl)-2-(methylcarbamoyl)-2,3-dihydro-1H-inden-5-yl)amino)-1-cyclohexyl-2-oxoethyl)-1-methyl-1H-pyrazole-5-carboxamide C(C1=CC=CC=C1)C1(CNC(N(C1)C1(CC2=CC=C(C=C2C1)NC([C@H](C1CCCCC1)NC(=O)C1=CC=NN1C)=O)C(NC)=O)=O)C